(dl)-rhamnose O=C[C@@H](O)[C@@H](O)[C@H](O)[C@H](O)C |r|